5-((Isobutylamino)methyl)-N-(3-((1s,3s)-3-methyl-1-(4-methyl-4H-1,2,4-triazol-3-yl)cyclobutyl)phenyl)-2-oxo-1-(3,3,3-trifluoropropyl)-1,2-dihydropyridine-3-carboxamide C(C(C)C)NCC=1C=C(C(N(C1)CCC(F)(F)F)=O)C(=O)NC1=CC(=CC=C1)C1(CC(C1)C)C1=NN=CN1C